1-(3-(4-methoxyphenyl)-1,2,4-oxadiazol-5-yl)-N-((1-((5-methylfuran-2-yl)methyl)pyrrolidin-3-yl)methyl)piperidine-4-carboxamide COC1=CC=C(C=C1)C1=NOC(=N1)N1CCC(CC1)C(=O)NCC1CN(CC1)CC=1OC(=CC1)C